C(CCC)P(C1=CC=CC=C1)=O butylphenyl-phosphine oxide